FC1=C(C(=CC(=C1)OC)F)C1=C(C(N(N1C)C1=NC(=CC=C1C(F)(F)F)N(C)CC1=CC=C(C=C1)OC)=O)NC(C1=CC=C(C=C1)OC(F)F)=O N-(5-(2,6-difluoro-4-methoxyphenyl)-2-(6-((4-methoxybenzyl)(methyl)amino)-3-(trifluoromethyl)pyridin-2-yl)-1-methyl-3-oxo-2,3-dihydro-1H-pyrazol-4-yl)-4-(difluoromethoxy)benzamide